(4-(6-(6-methylpyridin-2-yl)-2,3-dihydro-1H-imidazo[1,2-a]imidazol-5-yl)phenyl)acetamide CC1=CC=CC(=N1)C=1N=C2N(CCN2)C1C1=CC=C(C=C1)CC(=O)N